2-(aminomethyl)-1-ethyl-pyrrolidine NCC1N(CCC1)CC